N=1N=CN2C=NC(=CC21)OC2=C(C=C(C=C2)NC2=NC=NC1=CC=C(C=C21)C2=CC(=CC=C2)N)C N-(4-([1,2,4]triazolo[4,3-c]pyrimidin-7-yloxy)-3-methylphenyl)-6-(3-aminophenyl)quinazolin-4-amine